4-hydroxyethylsulfonamido-2-(6-azaspiro[2.5]oct-6-yl)benzamide OCCS(=O)(=O)NC1=CC(=C(C(=O)N)C=C1)N1CCC2(CC2)CC1